1-(3-((4'-(1,1,1,3,3,3-hexafluoro-2-hydroxypropan-2-yl)-2-methyl-[1,1'-biphenyl]-4-yl)methyl)-3,8-diazabicyclo[3.2.1]octan-8-yl)ethan-1-one FC(C(C(F)(F)F)(O)C1=CC=C(C=C1)C1=C(C=C(C=C1)CN1CC2CCC(C1)N2C(C)=O)C)(F)F